diethylene glycol bis(2-cyanoethyl) ether C(#N)CCOCCOCCOCCC#N